Cl.N1CC(CCC1)CC#N 2-(3-piperidinyl)acetonitrile hydrochloride